C[C@]1(CCC=2C1=NNC(C2C(F)(F)F)=O)N2C[C@@H](OCC2)C(=O)N2CCN(CC2)C2=NC=C(C#N)C=C2 6-(4-((R)-4-((R)-7-methyl-3-oxo-4-(trifluoromethyl)-3,5,6,7-tetrahydro-2H-cyclopenta[c]pyridazin-7-yl)morpholin-2-carbonyl)piperazin-1-yl)nicotinonitrile